phenyl-1,4-benzenediamine C1(=CC=CC=C1)C1=C(C=CC(=C1)N)N